thiomalonate C(CC(=O)[O-])(=S)[O-]